(R)-3-(chloromethyl)pyrrolidine ClC[C@H]1CNCC1